ClC1=CC(=C(C2=C1NC(=N2)C(F)(F)F)N2C(N(C(=CC2=O)C(F)(F)F)C)=O)F [7-chloro-5-fluoro-2-(trifluoromethyl)-1H-benzimidazol-4-yl]-1-methyl-6-(trifluoromethyl)pyrimidine-2,4(1H,3H)-dione